N1(CCOCC1)C(CNC(=O)C1=CC2=C(N(C(=N2)NC=2SC3=C(N2)C=CC(=C3)C(F)(F)F)C)C=C1)=O 1-Methyl-2-(6-trifluoromethyl-benzothiazol-2-ylamino)-1H-benzoimidazole-5-carboxylic acid (2-morpholin-4-yl-2-oxo-ethyl)-amide